ClC1=NC(=NC(=N1)C1=CC=CC=C1)C=1C=C(C=CC1)N1C2=CC=CC=C2OC=2C=CC=CC12 10-(3-(4-chloro-6-phenyl-1,3,5-triazin-2-yl)phenyl)-10H-phenoxazine